4-(1-(2,2-difluoroethyl)-1H-imidazol-4-yl)-N-(1-(methylsulfonyl)piperidin-4-yl)-5-(trifluoromethyl)pyrimidin-2-amine FC(CN1C=NC(=C1)C1=NC(=NC=C1C(F)(F)F)NC1CCN(CC1)S(=O)(=O)C)F